C1(CC1)C=1N=NN(C1)[C@H](C(=O)N1[C@@H](C[C@H](C1)O)C(=O)NCCC1=NC=C(C=C1)C(F)F)C(C)(C)C (2S,4R)-1-[(2S)-2-(4-cyclopropyltriazol-1-yl)-3,3-dimethyl-butanoyl]-N-[2-[5-(difluoromethyl)-2-pyridyl]ethyl]-4-hydroxy-pyrrolidine-2-carboxamide